N-((1,1'-biphenyl)-2-yl)-9,9-diphenyl-9H-fluoren-2-amine C1(=C(C=CC=C1)NC1=CC=2C(C3=CC=CC=C3C2C=C1)(C1=CC=CC=C1)C1=CC=CC=C1)C1=CC=CC=C1